COC=1[C@H](N=C(CN1)OC)C(C)C (2R)-3,6-dimethoxy-2-(propan-2-yl)-2,5-dihydropyrazine